COC1=CC=C(C=C1)C=1C=C2CCC3(C(C2=CC1)NC(O[C@@H]1CN2CCC1CC2)=O)CC3 (S)-quinuclidin-3-yl (6'-(4-methoxyphenyl)-3',4'-dihydro-1'H-spiro[cyclopropane-1,2'-naphthalen]-1'-yl)carbamate